2,5-diaminocyclohexane-1,4-diol NC1C(CC(C(C1)O)N)O